ClC1=C(C=CC(=C1)Cl)C1=CC(=NO1)C(=O)O 5-(2,4-dichlorophenyl)-1,2-oxazole-3-carboxylic acid